C(C)(C)(C)C1=CC=C(C=C1)C12N(C3=CC=CC=C3C=C1F)CC(C(N2)=O)(C)C 4a-(4-(tert-butyl)phenyl)-5-Fluoro-2,2-dimethyl-1,2,4,4a-tetrahydro-3H-pyrimido[1,2-a]quinolin-3-one